methyl 4-aminopyrazolo[1,5-a]pyridine-2-carboxylate-TFA salt OC(=O)C(F)(F)F.NC=1C=2N(C=CC1)N=C(C2)C(=O)OC